CN1N=C2C(=CC(=CC2=C1)C=1N=C2N(C(C1)=O)C=C(C=C2)C2CCN(CC2)CC)C 2-(2,7-dimethyl-2H-indazol-5-yl)-7-(1-ethylpiperidin-4-yl)-4H-pyrido[1,2-a]pyrimidin-4-one